3,6,9,12,15,18-hexaoxaicosane-1-ol C(COCCOCCOCCOCCOCCOCC)O